(Z)-3-(1-((1,5-dimethyl-1H-pyrazol-3-yl)amino)ethylidene)-5-(4-methylpyridin-3-yl)-1H-pyrrolo[2,3-c]pyridin-2(3H)-one CN1N=C(C=C1C)N\C(\C)=C\1/C(NC2=CN=C(C=C21)C=2C=NC=CC2C)=O